N=1N2C(C(=CC1)O)=CC=C2 pyrrolo[1,2-b]pyridazin-4-ol